5-oxazol-5-ylpyrimidin O1C=NC=C1C=1C=NC=NC1